C1(=CC(=CC=C1)C1=NNC=C1)C1=CC=CC=C1 3-([1,1'-biphenyl]-3-yl)-1H-pyrazol